S1(OCCCCCCCCCCCCCCCCCCO1)(=O)=O octadecanosulfuric acid